3-((1-(4-(2-(2-aminopyridin-3-yl)-5-phenyl-3H-imidazo[4,5-b]pyridin-3-yl)benzyl)piperidin-4-yl)amino)-2-hydroxybenzaldehyde NC1=NC=CC=C1C1=NC=2C(=NC(=CC2)C2=CC=CC=C2)N1C1=CC=C(CN2CCC(CC2)NC=2C(=C(C=O)C=CC2)O)C=C1